C1(CCCCC1)P(C1=C(C=CC=C1)C1=C(C=C(C=C1C(C)C)C(C)C)C(C)C)C1CCCCC1 2-dicyclohexylphosphino-2',4',6'-trisIsopropyl-1,1'-biphenyl